C(C1=CC=CC=C1)(=O)OCC1=NC(=C2N=CN(C2=N1)[C@H]1[C@H](O)[C@H](O)[C@H](O1)COC(C1=CC=CC=C1)(C1=CC=C(C=C1)OC)C1=CC=C(C=C1)OC)Cl 2-[(Benzoyloxy)methyl]-9-{5-O-[bis(4-methoxyphenyl)(phenyl)methyl]-β-D-ribofuranosyl}-6-chloro-9H-purine